Cl.O1CCC(CC1)N1N=CN=C1CN 1-[1-(oxan-4-yl)-1H-1,2,4-triazol-5-yl]methanamine hydrochloride